C(C)(=O)N1[C@@H](CN(CC1)C(=O)OC(C)(C)C)C1=CC(=CC(=C1)C=1N=NN(N1)C)Cl tert-butyl (R)-4-acetyl-3-(3-chloro-5-(2-methyl-2H-tetrazol-5-yl)phenyl)piperazine-1-carboxylate